4,4-bis((3-butylheptyl)oxy)butan-1-ol tert-Butyl-4-(2-(4-(4-(2,6-dioxopiperidin-3-yl)phenyl)piperazin-1-yl)ethyl)piperidine-1-carboxylate C(C)(C)(C)C1N(CCC(C1)CCN1CCN(CC1)C1=CC=C(C=C1)C1C(NC(CC1)=O)=O)C(=O)OCCCC(OCCC(CCCC)CCCC)OCCC(CCCC)CCCC